2-((3-chloro-2-fluoro-4-(4-hydroxy-3-isopropylbenzyl)-5-methylphenyl)amino)-N-methylacetamide ClC=1C(=C(C=C(C1CC1=CC(=C(C=C1)O)C(C)C)C)NCC(=O)NC)F